ClC=1C=C(C(=C(C1)Cl)C1=CC=CC=C1)N 4,6-dichloro-[1,1'-biphenyl]-2-amine